methyl (2Z)-2-{[(benzyloxy)carbonyl]amino}-3-{4-[(tert-butoxycarbonyl)(methyl) amino]naphthalen-2-yl}prop-2-enoate C(C1=CC=CC=C1)OC(=O)N\C(\C(=O)OC)=C/C1=CC2=CC=CC=C2C(=C1)N(C)C(=O)OC(C)(C)C